NC=1C=C(C=CC1)/C=C/CN(C(OC(C)(C)C)=O)C=1C=CC=2N(C1)C(=CN2)C2=CC(=CC=C2)N tert-butyl (E)-(3-(3-aminophenyl)allyl)(3-(3-aminophenyl)imidazo[1,2-a]pyridin-6-yl)carbamate